COC=1C(=CC2=C(SC(=C2)C(=O)O)C1)OCOC 6-methoxy-5-(methoxymethoxy)benzo[b]thiophene-2-carboxylic acid